4-bromo-7-methoxy-1-(toluene-4-sulfonyl)-1H-pyrrolo[2,3-c]pyridine BrC1=C2C(=C(N=C1)OC)N(C=C2)S(=O)(=O)C2=CC=C(C)C=C2